ClC1=CC=C(C(=C1)O)\C=C\C(=O)C1=C(C=C(C=C1)O)O 4-Chloro-2',4',6-trihydroxychalcone